N1CC(C1)C=1C=C2C(=C(NC2=CC1)C=1C=C(C=2N(C1)N=CN2)C)C(C)C 6-(5-(azetidin-3-yl)-3-isopropyl-1H-indol-2-yl)-8-methyl-[1,2,4]triazolo[1,5-a]pyridine